C1(=C(C=CC=C1C)C)OP(OC1=C(C=CC=C1C)C)(=O)Cl bis(2,6-xylyl)chlorophosphoric acid